C1(CCCC1)N1C(C=C(C2=C1N=C(N=C2)NC2=NN(C=C2)C=2C=C(C=CC2)C)C)=O 8-cyclopentyl-5-methyl-2-((1-(m-tolyl)-1H-pyrazol-3-yl)amino)pyrido[2,3-d]pyrimidin-7(8H)-one